NC=1C2=C(N=CN1)N(C=C2C)CC(=O)O 2-(4-amino-5-methyl-7H-pyrrolo[2,3-d]pyrimidin-7-yl)acetic acid